OC(C(=O)OCC)C(C(=O)OCC)O diethyl 2,3-dihydroxysuccinate